4-(((R)-1-cyanoethyl)amino)-6-(3-cyanopyrrolo[1,2-b]pyridazin-7-yl)-N-((R)-2-fluoro-3-hydroxy-3-methylbutyl)nicotinamide mono-fumarate salt C(\C=C\C(=O)O)(=O)O.C(#N)[C@@H](C)NC1=CC(=NC=C1C(=O)NC[C@H](C(C)(C)O)F)C1=CC=C2N1N=CC(=C2)C#N